2,5-dioxopyrrole O=C1NC(C=C1)=O